2-[4-bromo-5-(2-fluoropyridin-4-yl)-1H-imidazol-1-yl]Acetyl-piperazine BrC=1N=CN(C1C1=CC(=NC=C1)F)CC(=O)N1CCNCC1